BrC=1C(=NC(=NC1)NC1=CC=C(C=C1)N1CCN(CC1)CCO)NC1=C(SC=C1)C(=O)O 3-(5-bromo-2-{4-[4-(2-hydroxyethyl)-piperazin-1-yl]-phenylamino}-pyrimidin-4-ylamino)-thiophene-2-carboxylic acid